(S)-N-(1-Cyanocyclopropyl)-9-(5-(difluoromethyl)-1,3,4-thiadiazol-2-yl)-4-(1-(2-hydroxypropanoyl)piperidin-4-yl)-9H-pyrimido[4,5-b]indole-7-sulfonamide C(#N)C1(CC1)NS(=O)(=O)C1=CC=C2C3=C(N(C2=C1)C=1SC(=NN1)C(F)F)N=CN=C3C3CCN(CC3)C([C@H](C)O)=O